(4S)-5-amino-4-(5-bromo-4-fluoro-3-methyl-1-oxoisoindolin-2-yl)-5-oxopentanoic acid tert-butyl ester C(C)(C)(C)OC(CC[C@@H](C(=O)N)N1C(C2=CC=C(C(=C2C1C)F)Br)=O)=O